N-(4-hydroxybicyclo[2.2.2]oct-1-yl)-4-(6-methyl-furo[3,2-c]pyridin-4-yl)benzamide OC12CCC(CC1)(CC2)NC(C2=CC=C(C=C2)C2=NC(=CC1=C2C=CO1)C)=O